N(=[N+]=[N-])CCOCCOCCOCCN1CC=CC(=C1)C#N N-(2-(2-(2-(2-azidoethoxy)ethoxy)ethoxy)ethyl)-5-cyanopyridine